4-[(6-chloro-2-methoxy-9-acridinyl)amino]-2-[(diethylamino)methyl]phenol ClC=1C=C2N=C3C=CC(=CC3=C(C2=CC1)NC1=CC(=C(C=C1)O)CN(CC)CC)OC